1-(2-chloro-4-(3-(4-isobutyl-3-(trifluoromethyl)phenyl)-1,2,4-oxadiazol-5-yl)benzyl)azetidine-3-carboxylic acid ClC1=C(CN2CC(C2)C(=O)O)C=CC(=C1)C1=NC(=NO1)C1=CC(=C(C=C1)CC(C)C)C(F)(F)F